di(m-tolyl)methylene(cyclopentadienyl)(tetramethyldodecahydrodibenzofluorenyl)zirconium dichloride [Cl-].[Cl-].C1(=CC(=CC=C1)C(=[Zr+2](C1(C(C(CC2C3C(C4C=5C=CC=CC5CC4=C21)CCCC3)C)(C)C)C)C3C=CC=C3)C=3C=C(C=CC3)C)C